5-chloro-N-(2-chloro-5-(4-(piperazin-1-yl)quinazolin-6-yl)pyridin-3-yl)thiophene-2-sulfonamide ClC1=CC=C(S1)S(=O)(=O)NC=1C(=NC=C(C1)C=1C=C2C(=NC=NC2=CC1)N1CCNCC1)Cl